CC1=CN=C2C(=N1)N(C(C(=C2C)N2CCN(CC2)C(=O)OC(C)(C)C)=O)CC2=NC=CC=C2C(F)(F)F tert-butyl 4-(3,8-dimethyl-6-oxo-5-((3-(trifluoromethyl)pyridin-2-yl)methyl)-5,6-dihydropyrido[2,3-b]pyrazin-7-yl)piperazine-1-carboxylat